C(C)OC(=O)C=1N=C2N(C=C(C=N2)C2=CC(N(C=C2)C)=O)C1 6-(1-methyl-2-oxo-1,2-dihydropyridin-4-yl)imidazo[1,2-a]pyrimidine-2-carboxylic acid ethyl ester